5,10-dihydro-2,8-dimethoxyphenazine COC1=CC=2NC3=CC(=CC=C3NC2C=C1)OC